O1C[C@@H](CC1)NC(=O)C1=CC2=C(CCC3=CNN=C23)O1 N-[(3R)-oxolan-3-yl]-4,5-dihydro-2H-furo[2,3-g]indazole-7-carboxamide